N-(4-((2-(1,1-difluoroethyl)-6-methylpyrimidin-4-yl)amino)-5-((2-methylthiazol-4-yl)methoxy)pyridin-2-yl)acetamide FC(C)(F)C1=NC(=CC(=N1)NC1=CC(=NC=C1OCC=1N=C(SC1)C)NC(C)=O)C